FC1=C(COC2=CC=C(C3=C2OCO3)CN[C@H](C(=O)N)C)C=CC=C1 (S)-2-{[7-(2-fluorobenzyloxy)benzo[d][1,3]dioxol-4-yl]methylamino}propanamide